NC=1C=C2C=C(C=C(C2=CC1)S(=O)(=O)[O-])S(=O)(=O)[O-].[Na+].[Na+] disodium 6-amino-1,3-naphthalenedisulfonate